N1=C(C=CC2=CC=CC=C12)C[C@H](N)C(=O)O 3-(2-quinolinyl)-alanine